ClC1=CC(=C(C=C1)NC=1C=C2C=CN(C2=CC1C=1C=2C(C(N(C1)C)=O)=CN(N2)C)S(=O)(=O)CC)F 7-(5-((4-chloro-2-fluorophenyl)amino)-1-(ethylsulfonyl)-1H-indol-6-yl)-2,5-dimethyl-2,5-dihydro-4H-pyrazolo[4,3-c]pyridin-4-one